The molecule is a cytochalasan alkaloid found in Aspergillus clavatus. It has a role as an Aspergillus metabolite. It is a gamma-lactam, a cyclic ketone, a cytochalasan alkaloid, a macrocycle, an organic heterotricyclic compound and a cyclic carbonate ester. C[C@H]1C/C=C/[C@H]2C=C([C@H]([C@@H]3[C@]2(C(=O)N[C@H]3CC4=CC=CC=C4)OC(=O)O/C=C/[C@@H](C1=O)C)C)C